ClC=1C=CC=C2C=CC=C(C12)N1CC=2C(=C(N=C(C2CC1)N1CCN(CC1)C(=O)OC(C)(C)C)OCCN1CCOCC1)C#N tert-butyl 4-(6-(8-chloronaphthalen-1-yl)-4-cyano-3-(2-morpholinoethoxy)-5,6,7,8-tetrahydro-2,6-naphthyridin-1-yl)piperazine-1-carboxylate